ClC1=CC=C(S1)CN(C(=O)N1[C@H]2[C@H](N(C[C@@H]1CC2)C(N(C2=CC=CC=C2)C2=CC=CC=C2)=O)C(=O)O)CC (1R,2S,5S)-8-(((5-chlorothiophene-2-yl)methyl)(ethyl)carbamoyl)-3-(diphenylcarbamoyl)-3,8-diazabicyclo[3.2.1]octane-2-carboxylic acid